C1=CC=CC=2C3=CC=CC=C3C(C12)COC(=O)N[C@@H](CCCCNC(=O)OCC1C2=CC=CC=C2C=2C=CC=CC12)C(=O)O N2,N6-bis(((9H-fluoren-9-yl)methoxy)carbonyl)-L-lysine